(S)-N-{(S)-1-[2-(benzo[d]isoxazol-3-yl)phenyl]-2-[6-bromopyridine-2-yl]ethyl}-2-methylpropane-2-sulfinamide O1N=C(C2=C1C=CC=C2)C2=C(C=CC=C2)[C@H](CC2=NC(=CC=C2)Br)N[S@@](=O)C(C)(C)C